(S)-1-(2-(1-(4-((3-chlorobenzyl)oxy)phenyl)imidazo[1,5-a]pyrazin-3-yl)pyrrolidin-1-yl)but-2-yn-1-one ClC=1C=C(COC2=CC=C(C=C2)C=2N=C(N3C2C=NC=C3)[C@H]3N(CCC3)C(C#CC)=O)C=CC1